4-(2',4'-dimethoxyphenyl-Fmoc-aminomethyl)-phenoxyacetamido-4-methylbenzhydrylamine COC1=C(C=CC(=C1)OC)C(C1=CC=C(OCC(=O)NNC(C2=CC=C(C=C2)C)C2=CC=CC=C2)C=C1)(N)C(=O)OCC1C2=CC=CC=C2C2=CC=CC=C12